2-(piperidin-1-yl)thiazole-4-carboxylic acid N1(CCCCC1)C=1SC=C(N1)C(=O)O